(R)-N-((8-bromo-6-ethylimidazo[1,2-a]pyridin-2-yl)methyl)-2-methylpropane-2-sulfinamide BrC=1C=2N(C=C(C1)CC)C=C(N2)CN[S@](=O)C(C)(C)C